1-(3-(tert-butoxy)-3-oxopropyl)-7-methoxy-2-(1-(3-(2-nitrophenoxy)propyl)-1H-pyrrolo[2,3-b]pyridin-2-yl)-1H-benzo[d]imidazole-5-carboxylic acid methyl ester COC(=O)C1=CC2=C(N(C(=N2)C2=CC=3C(=NC=CC3)N2CCCOC2=C(C=CC=C2)[N+](=O)[O-])CCC(=O)OC(C)(C)C)C(=C1)OC